NC1=NC=CC(=N1)C=1C=C(C=CC1F)NC(=O)N1CCCC1 N-[3-(2-amino-4-pyrimidinyl)-4-fluorophenyl]-1-pyrrolidinecarboxamide